potassium β-alanine NCCC(=O)O.[K]